5-bromo-4-chloro-6-ethyl-1-methyl-1H-benzo[d]imidazole BrC1=C(C2=C(N(C=N2)C)C=C1CC)Cl